3-(5,5'-Difluoro-6'-methyl-[3,4'-bipyridyl]-2'-yl)-5-(2,4-difluorophenyl)-1,2,4-oxadiazole FC=1C=C(C=NC1)C1=CC(=NC(=C1F)C)C1=NOC(=N1)C1=C(C=C(C=C1)F)F